FC=1C=C(C=C(C1)C(F)(F)F)[C@]1(C[C@@H]2[C@H](N(OC2(C)C)C)[C@H](C1)C)C |r| rac-(3ar,5r,7s,7ar)-5-(3-fluoro-5-(trifluoromethyl)phenyl)-1,3,3,5,7-pentamethyloctahydrobenzo[c]isoxazole